O1COCOC1 Trioxan